CC1=CC=C(C=C1)N1C(N(C=C(C1=O)C(=O)Cl)C(C)C)=O 3-(4-methylphenyl)-1-isopropyl-2,4-dioxo-1,2,3,4-tetrahydropyrimidine-5-carbonyl chloride